C1(=CC=CC=C1)CCCCC(=O)ONC(OC(C)(C)C)=O tert-butyl ((5-phenylpentanoyl)oxy)carbamate